N1=CC=C(C=C1)CCC12C(C(C1)(C2)C(=O)OC(C)C)B2OC(C(O2)(C)C)(C)C isopropyl 3-(2-(pyridin-4-yl)ethyl)-2-(4,4,5,5-tetramethyl-1,3,2-dioxaborolan-2-yl)bicyclo[1.1.1]pentane-1-carboxylate